p-Acetylthioanisole C(C)(=O)C1=CC=C(C=C1)SC